2-[(2Z)-2-(aminomethyl)-3-fluoroprop-2-en-1-yl]-4-(5-bromo-4-methylpyridin-2-yl)-2,4-dihydro-3H-1,2,4-triazol-3-one hydrochloride Cl.NC/C(/CN1N=CN(C1=O)C1=NC=C(C(=C1)C)Br)=C/F